C(C)(C)(C)OC(=O)N1C[C@H](OCC(C1)OC)CO.C(C)C=1N=C2N(C=C(C=N2)C(F)(F)F)C1C(=O)C1=CC(=C(C=C1)OC)C(F)(F)F (2-ethyl-6-(trifluoromethyl)imidazo[1,2-a]pyrimidin-3-yl)(4-methoxy-3-(trifluoromethyl)phenyl)methanone tert-butyl-(2S)-2-(hydroxymethyl)-6-methoxy-1,4-oxazepane-4-carboxylate